cobalt(II) octyl phosphate P(=O)(OCCCCCCCC)([O-])[O-].[Co+2]